caprylyl-cysteine titanium tungsten-gold [Au].[W].[Ti].C(CCCCCCC)(=O)N[C@@H](CS)C(=O)O